Cl.FC1=CC=C(C=C1)N1N=CC2=CC(=C(C=C12)C)N1C[C@H](CC1)N (S)-1-(1-(4-fluorophenyl)-6-methyl-1H-indazol-5-yl)pyrrolidin-3-amine hydrochloride